FC(C1=NN(C=C1NC(=O)C=1C=NN2C1N=C(C=C2)N2CCOCC2)C2CCN(CC2)CC2=CC(=C(C=C2)N2C(NC(CC2)=O)=O)F)F N-(3-(difluoromethyl)-1-(1-(4-(2,4-dioxotetrahydropyrimidin-1(2H)-yl)-3-fluorobenzyl)piperidin-4-yl)-1H-pyrazol-4-yl)-5-morpholinopyrazolo[1,5-a]pyrimidine-3-carboxamide